C(C)(=O)C=1C(=NC(=CC1)NC=1C=NC(=CC1[N+](=O)[O-])Br)N1N=C(C=C1C)C#N 1-[3-acetyl-6-[(6-bromo-4-nitro-3-pyridinyl)amino]-2-pyridinyl]-5-methyl-pyrazole-3-carbonitrile